5-chloro-2-[[6-chloro-3-(4,4-dichloro-1-piperidyl)-4-quinolyl]amino]benzoic acid ClC=1C=CC(=C(C(=O)O)C1)NC1=C(C=NC2=CC=C(C=C12)Cl)N1CCC(CC1)(Cl)Cl